C(C)(C)(C)OC(=O)N1CCC2(CN=C(OC2)N2[C@H](C3=CC=CC=C3CC2)C2=CC=C(C=C2)F)CC1 (S)-3-(1-(4-fluorophenyl)-3,4-dihydroisoquinolin-2(1H)-yl)-2-oxa-4,9-diazaspiro[5.5]undec-3-ene-9-carboxylic acid tert-butyl ester